CC(=O)N[C@@H](C[S@@](=O)CC=C)C(=O)O The molecule is an L-alanine derivative in which one of the methyl hydrogens of N-acetyl-L-alanine has been replaced by an (S)-allylsulfinyl group. It is a L-alanine derivative, a L-cysteine derivative, a sulfoxide, a N-acetyl-L-amino acid and an olefinic compound. It derives from an alliin. It is a conjugate acid of a N-acetylalliin(1-).